(R)-2-(3-((4-methyl-4H-1,2,4-triazol-3-yl)(oxetan-3-yl)methyl)phenyl)-6-(((1-methylcyclobutyl)amino)methyl)-4-(trifluoromethyl)isoindolin-1-one CN1C(=NN=C1)[C@@H](C=1C=C(C=CC1)N1C(C2=CC(=CC(=C2C1)C(F)(F)F)CNC1(CCC1)C)=O)C1COC1